IC1=CC=CC2=C1NC(=NS2(=O)=O)NC 5-iodo-3-(methylamino)-4H-benzo[e][1,2,4]thiadiazine 1,1-dioxide